(3S,4r,5R)-3,4,5-tris(benzyloxy)-1-((4-fluoro-1-(4-fluorophenyl)piperidin-4-yl)methyl)piperidine C(C1=CC=CC=C1)O[C@H]1CN(C[C@H](C1OCC1=CC=CC=C1)OCC1=CC=CC=C1)CC1(CCN(CC1)C1=CC=C(C=C1)F)F